COC1=C(C=C(C(=C1)CCCCC)OC)CC(C)N 1-(2,5-dimethoxy-4-pentylphenyl)propan-2-amine